(2S,4S)-tert-butyl 2-(((2-chloro-4-(N-(2,4-dimethoxybenzyl)-N-(thiazol-2-yl)sulfamoyl)-5-fluorophenyl)amino)methyl)-4-hydroxy-2-(4-(pyridin-2-yl)benzyl)pyrrolidine-1-carboxylate ClC1=C(C=C(C(=C1)S(N(C=1SC=CN1)CC1=C(C=C(C=C1)OC)OC)(=O)=O)F)NC[C@]1(N(C[C@H](C1)O)C(=O)OC(C)(C)C)CC1=CC=C(C=C1)C1=NC=CC=C1